ClC=1N=C(C2=C(N1)CCNC2)Cl 2,4-Dichloro-5,6,7,8-tetrahydropyrido[4,3-d]pyrimidine